N-((5-chloro-6-((thiazol-4-ylmethyl)amino)-1H-indol-2-yl)methyl)azetidine-1-carboxamide ClC=1C=C2C=C(NC2=CC1NCC=1N=CSC1)CNC(=O)N1CCC1